NC1=NC2=C(C=3N1N=C(N3)C=3OC=CC3)SC(N2CCN2CCN(CC2)C2=CC=C(C=C2)[S@](=O)C)=O (R)-5-amino-8-(furan-2-yl)-3-(2-(4-(4-(methylsulfinyl)phenyl)piperazin-1-yl)ethyl)thiazolo[5,4-e][1,2,4]triazolo[1,5-c]pyrimidin-2(3H)-one